C(C)(C)(C)OC(=O)N[C@@H]1CC[C@H](CC1)N(C(OC1=CC=C(C=C1)[N+](=O)[O-])=O)C1=NC=C(C=C1)C=1C=NC(=NC1)OC 4-nitrophenyl (trans-4-((tert-butoxycarbonyl)amino)cyclohexyl)(5-(2-methoxypyrimidin-5-yl)pyridin-2-yl)carbamate